2-(5-methoxy-1H-indol-3-yl)ethan-1-amine COC=1C=C2C(=CNC2=CC1)CCN